pentabutoxytungsten(V) C(CCC)O[W](OCCCC)(OCCCC)(OCCCC)OCCCC